(3,5-Bis(decyloxy)phenyl)methanol tert-butyl-(E)-7-(3-(2-(3-ethoxy-3-oxoprop-1-en-1-yl)thiazol-4-yl)propyl)-3,4-dihydro-1,8-naphthyridine-1(2H)-carboxylate C(C)(C)(C)C1N(C2=NC(=CC=C2CC1)CCCC=1N=C(SC1)\C=C\C(=O)OCC)C(=O)OCC1=CC(=CC(=C1)OCCCCCCCCCC)OCCCCCCCCCC